ClC1=CC=C2C(=N1)N(C=C2C=2C(=NC=CC2OC)OC)COCC[Si](C)(C)C 3-(6-chloro-1-[[2-(trimethylsilyl)ethoxy]methyl]pyrrolo[2,3-b]pyridin-3-yl)-2,4-dimethoxypyridine